C(C=C)C1(CC1)C(=O)O 1-ALLYLCYCLOPROPANECARBOXYLIC ACID